methyl 2-((4-(6-((4-chloro-2-fluorobenzofuran-7-yl)methoxy)pyridin-2-yl)cyclohex-3-en-1-yl)methyl)-3-((1-(cyanomethyl)cyclopropyl)methyl)-3H-imidazo[4,5-b]pyridine-5-carboxylate ClC1=CC=C(C2=C1C=C(O2)F)COC2=CC=CC(=N2)C2=CCC(CC2)CC2=NC=1C(=NC(=CC1)C(=O)OC)N2CC2(CC2)CC#N